COC1=CC=C(C=C1)[C@@H](C)N1C[C@@H](CC1=O)C(=O)OC |o1:12| (1R,3R) or (1R,3S)-methyl 1-(1-(4-methoxyphenyl) ethyl)-5-oxopyrrolidine-3-carboxylate